N-((3S)-pyrrolidin-3-yl)acetamide N1C[C@H](CC1)NC(C)=O